(2R,5S)-4-(6-chloro-1-(2-isopropyl-4-methylpyridin-3-yl)-2-oxo-7-(piperidin-1-yl)-1,2-dihydropyrido[2,3-d]pyrimidin-4-yl)-2,5-dimethylpiperazine-1-carboxylic acid tert-butyl ester C(C)(C)(C)OC(=O)N1[C@@H](CN([C@H](C1)C)C=1C2=C(N(C(N1)=O)C=1C(=NC=CC1C)C(C)C)N=C(C(=C2)Cl)N2CCCCC2)C